ClC1=C(C(=CC=C1)Cl)N1CC(C1)C1=CC(=C(CN2CCC(CC2)C(=O)OC)C(=C1)C)F methyl 1-(4-(1-(2,6-dichlorophenyl)azetidin-3-yl)-2-fluoro-6-methylbenzyl)-piperidine-4-carboxylate